CC1=NON=C1C1=NC2=C(N1CC1=CC[N+](C=C1)=O)C=CC=C2 3-methyl-4-[1-[(1-oxopyridin-1-ium-4-yl)methyl]benzimidazol-2-yl]-1,2,5-oxadiazole